((tetrahydro-2H-pyran-2-yl)oxy)propan-1-ol O1C(CCCC1)OC(CC)O